(2S,3R,4S,5S,6R)-6-(acetoxymethyl)-3-aminotetrahydro-2H-pyran-2,4,5-triyltriacetate C(C)(=O)OC[C@H]1[C@H]([C@@H]([C@H]([C@@H](O1)CC(=O)[O-])N)CC(=O)[O-])CC(=O)[O-]